CC=1C=CC(=NC1N1CC2(CN(C2)C)CCC1)C(=O)O 5-methyl-6-{2-methyl-2,6-diazaspiro[3.5]nonan-6-yl}pyridine-2-carboxylic acid